N[C@H](C(=O)N1[C@@H]([C@H]2C([C@H]2C1)(C)C)C(=O)OC)CC1=CC=CC=C1 methyl (1R,2S,5S)-3-[(2S)-2-amino-3-phenyl-propanoyl]-6,6-dimethyl-3-azabicyclo[3.1.0]hexane-2-carboxylate